CC1(N(C(C(C1)=C)=O)C(=O)OC(C)(C)C)C tert-butyl 2,2-dimethyl-4-methylene-5-oxo-pyrrolidine-1-carboxylate